8-fluoro-4-((1R,5S)-1-methyl-3,8-diazabicyclo[3.2.1]octan-3-yl)pyridine FN1[C@]2(CN(C[C@@H]1CC2)C2=CC=NC=C2)C